6-((3S,5S)-3-Methyl-5-(((2-(trifluoromethyl)pyridin-3-yl)oxy)methyl)piperidin-1-yl)-1-(oxetan-3-ylmethyl)-1H-pyrazolo[3,4-b]pyrazine C[C@@H]1CN(C[C@H](C1)COC=1C(=NC=CC1)C(F)(F)F)C1=CN=C2C(=N1)N(N=C2)CC2COC2